FC1=CC=C(C=C1)C1=NC=2N([C@@](O1)(C(F)(F)F)C1=CC=CC=C1)C1=C(N2)C=CC=C1 (S)-2-(4-fluorophenyl)-4-phenyl-4-(trifluoromethyl)-4H-benzo[4,5]Imidazo[1,2-c][1,3,5]Oxadiazine